tertbutyl 3-(3-chloro-2-methylphenyl)-3-((1-methyl-2-oxo-2,3,4,5-tetrahydro-1H-benzo[b]azepin-8-yl)amino)azetidine-1-carboxylate ClC=1C(=C(C=CC1)C1(CN(C1)C(=O)OC(C)(C)C)NC=1C=CC2=C(N(C(CCC2)=O)C)C1)C